NC1=C(C=NC(=C1F)OC(F)(F)F)C(=O)OC methyl 4-amino-5-fluoro-6-(trifluoromethoxy)pyridine-3-carboxylate